((1R,5S,6s)-3-(3-(8-fluoroquinolin-5-yl)-1H-pyrazolo[3,4-b]pyrazin-6-yl)-6-phenyl-3-azabicyclo[3.1.0]hexan-6-yl)methanamine FC=1C=CC(=C2C=CC=NC12)C1=NNC2=NC(=CN=C21)N2C[C@H]1C([C@H]1C2)(C2=CC=CC=C2)CN